Racemic-1-(1-benzofuran-5-yl)-N-methylpropan-2-amine O1C=CC2=C1C=CC(=C2)C[C@@H](C)NC |r|